1-(2-ethyl-4-fluorophenyl)-3-(2-methyl-6-oxo-1,6-dihydropyridin-3-yl)-6-(trifluoromethyl)-2,3-dihydropyrido[3,4-d]pyrimidin-4(1H)-one C(C)C1=C(C=CC(=C1)F)N1CN(C(C2=C1C=NC(=C2)C(F)(F)F)=O)C2=C(NC(C=C2)=O)C